NC[C@@]1([C@@H]2CCN(C[C@H]12)C1=CN=C2C(=N1)NN=C2C=2CC1=C(NC2)C(NC1)=O)C1=C(C=CC=C1)F 3-(6-((1S,6R,7R)-7-(aminomethyl)-7-(2-fluorophenyl)-3-azabicyclo[4.1.0]heptan-3-yl)-1H-pyrazolo[3,4-b]pyrazin-3-yl)-1,4,5,6-tetrahydro-7H-pyrrolo[3,4-b]pyridin-7-one